N-(4-(6-amino-9-(4-(morpholine-4-carbonyl)bicyclo[2.2.2]octan-1-yl)-8-oxo-8,9-dihydro-7H-purin-7-yl)benzyl)-5-fluoro-2-methoxybenzamide NC1=C2N(C(N(C2=NC=N1)C12CCC(CC1)(CC2)C(=O)N2CCOCC2)=O)C2=CC=C(CNC(C1=C(C=CC(=C1)F)OC)=O)C=C2